BrC1=C(C(=O)OC)C=C(C(=C1)CBr)F methyl 2-bromo-4-(bromomethyl)-5-fluorobenzoate